2'-fluoro-6',7'-dihydrospiro[cyclobutane-1,8'-cyclopenta[e]pyrazolo[1,5-a]pyrimidine]-6'-carboxylic acid FC1=NN2C(N=CC3=C2C2(CC3C(=O)O)CCC2)=C1